CO[C@H](C(=O)NC=1SC(=NN1)O[C@H]1CNCC1)C1=CC=CC=C1 (2S)-2-methoxy-2-phenyl-N-{5-[(3R)-pyrrolidin-3-yloxy]-1,3,4-thiadiazol-2-yl}acetamide